(Z)-5-(4-aminobenzylidene)thiazolidine-2,4-dione NC1=CC=C(\C=C/2\C(NC(S2)=O)=O)C=C1